(3s,4s)-4-(difluoromethyl-d)-3-methylpiperidine-1-carboxylic acid tert-butyl ester C(C)(C)(C)OC(=O)N1C[C@H]([C@H](CC1)C([2H])(F)F)C